N1(N=NC2=C1C=CC=C2)OC2=NC=C(C(=N2)C2=CC=C1CN(C(C1=C2)=O)[C@@H](C(=O)N[C@H](CO)C2=CC(=CC(=C2)C)F)C)Cl (R)-2-(6-(2-((1H-benzo[d][1,2,3]triazol-1-yl)oxy)-5-chloropyrimidin-4-yl)-1-oxoisoindolin-2-yl)-N-((S)-1-(3-fluoro-5-methylphenyl)-2-hydroxyethyl)propanamide